6-(4-chlorophenyl)-2-(3-fluorophenyl)-N-[(2S)-2-hydroxy-3-methoxypropyl]-3-oxo-2,3-dihydropyridazine-4-carboxamide ClC1=CC=C(C=C1)C=1C=C(C(N(N1)C1=CC(=CC=C1)F)=O)C(=O)NC[C@@H](COC)O